1-(4-(5-(chlorodifluoromethyl)-1,2,4-oxadiazol-3-yl)phenyl)-2-(((1-methyl-1H-1,2,4-triazol-3-yl)methyl)sulfonyl)ethan-1-one ClC(C1=NC(=NO1)C1=CC=C(C=C1)C(CS(=O)(=O)CC1=NN(C=N1)C)=O)(F)F